O(O)[C@@H](CCCCCCC=CC=CC=CC=CC=CC(=O)O)CC 18R-hydroperoxy-eicosapentaenoic acid